Br.NC=1C=CC=C2CC[C@H](CC12)O (R)-8-amino-1,2,3,4-tetrahydronaphthalen-2-ol hydrobromide salt